4-chloro-7-nitro-1H-indole ClC1=C2C=CNC2=C(C=C1)[N+](=O)[O-]